CN(C)CCC1=CNC2=CC(=C(C=C12)Cl)CC=C(C)C N,N-dimethyl(2-[5-chloro-6-(3-methyl-2-butenyl)-1H-indol-3-yl]ethyl)amine